CC1NCC1OCC1=C(C=C(C=C1)OC(F)(F)F)C 2-Methyl-3-[[2-methyl-4-(trifluoromethoxy)phenyl]methoxy]azetidine